7-(trifluoromethyl)imidazo[1,5-c]Pyrimidine-1-carboxamide FC(C1=CC=2N(C=N1)C=NC2C(=O)N)(F)F